N'-[(E)-N'-[(N,N-dimethylamino)methylidene]amino]-N,N-dimethylmethanimidamide CN(C)\C=N\N=CN(C)C